C12(CNCC(CC1)N2C(=O)[O-])C(=O)[O-] 3,8-diazabicyclo[3.2.1]octane-1,8-dicarboxylate